2-(2-hydroxy-5-acryloxyphenyl)-2H-benzotriazole OC1=C(C=C(C=C1)OC(C=C)=O)N1N=C2C(=N1)C=CC=C2